9-benzyl-6-iodo-9H-purin-2-amine C(C1=CC=CC=C1)N1C2=NC(=NC(=C2N=C1)I)N